bis(4-isopropylbenzyl)-1,2-ethylenediamine C(C)(C)C1=CC=C(CNCCNCC2=CC=C(C=C2)C(C)C)C=C1